[(3R)-1-{4-[(2S)-2,3-dihydro-1,4-benzodioxin-2-yl]benzyl}pyrrolidin-3-yl]acetic acid O1[C@H](COC2=C1C=CC=C2)C2=CC=C(CN1C[C@H](CC1)CC(=O)O)C=C2